C(C)C1=CC=CC=C1N1C([C@H](CC1)O)=O 2-ethyl-3-[(3S)-3-hydroxy-2-oxopyrrolidin-1-yl]benzene